NC1=C(C=C(C=C1)OC)C(=O)C1=CC=C(C=C1)F (2-amino-5-methoxyphenyl)(4-fluorophenyl)methanone